C(C)[C@H]1C[C@@H]2[C@H](N(OC2(C)C)C(C)C)[C@H](C1)CC |r| rac-(3aR,5R,7S,7aR)-5,7-diethyl-1-isopropyl-3,3-dimethyloctahydrobenzo[c]isoxazole